BrC1=CC=C(CN2C(C3=CC=CC=C3CC2=O)CC2=NC3=CC=CC=C3C=C2)C=C1 2-(4-bromobenzyl)-1-(quinolin-2-ylmethyl)-1,4-dihydroisoquinolin-3(2H)-one